C1(=CC=CC=C1)NC1=CC=CC(=N1)N1C[C@H]2C([C@H]2C1)C1=NC=CC(=N1)C(=O)N ((1R,5S,6s)-3-(6-(phenylamino)pyridyl)-3-azabicyclo[3.1.0]hexan-6-yl)pyrimidine-4-carboxamide